4-(1-(4-bromophenyl)cyclopropyl)thiazol-2-amine BrC1=CC=C(C=C1)C1(CC1)C=1N=C(SC1)N